phenylimidazo[2,1-b]thiazole C1=CC=C(C=C1)C2=CN3C=CN=C3S2